FC=1C=C(C=C(C1OC1=CC=CC=C1)F)CO (3,5-difluoro-4-phenoxyphenyl)methanol